2-(4-(1H-tetrazol-5-yl)benzyl)-2-(((2R,3R,4S,5R)-5-(6-amino-2-chloro-9H-purin-9-yl)-4-fluoro-3-hydroxytetrahydrofuran-2-yl)methoxy)malonic acid N1N=NN=C1C1=CC=C(CC(C(=O)O)(C(=O)O)OC[C@H]2O[C@H]([C@H]([C@@H]2O)F)N2C3=NC(=NC(=C3N=C2)N)Cl)C=C1